tert-butyl 6-oxa-3-azabicyclo[3.1.1]heptane-3-carboxylate C12CN(CC(O1)C2)C(=O)OC(C)(C)C